3-[[4-[(E)-3-(4-Methoxy-3-phenylmethoxyphenyl)prop-2-enoyl]phenyl]sulfonylamino]propanoic acid COC1=C(C=C(C=C1)/C=C/C(=O)C1=CC=C(C=C1)S(=O)(=O)NCCC(=O)O)OCC1=CC=CC=C1